3,5-bismethoxy-benzyl isocyanate COC=1C=C(CN=C=O)C=C(C1)OC